7-((4-Carboxypiperidin-1-yl)methyl)-5-nitro-8-hydroxyquinoline C(=O)(O)C1CCN(CC1)CC1=CC(=C2C=CC=NC2=C1O)[N+](=O)[O-]